C1=CC(=CC=C1NC(=O)CCl)O 2-chloro-N-(4-hydroxyphenyl)acetamide